tert-Butyl (endo)-5-((7-bromo-6-(2-cyanoethyl)-8-fluoro-2-((S)-1-((S)-1-methylpyrrolidin-2-yl)ethoxy)quinolin-4-yl)amino)-2-azabicyclo[2.1.1]hexane-2-carboxylate BrC1=C(C=C2C(=CC(=NC2=C1F)O[C@@H](C)[C@H]1N(CCC1)C)NC1C2CN(C1C2)C(=O)OC(C)(C)C)CCC#N